Trans-adamantanamine C12(CC3CC(CC(C1)C3)C2)N